5-((oxetan-4-yl)methoxy)-1,3,4-thiadiazol-2-amine O1CCC1COC1=NN=C(S1)N